N-[(4S)-3,4-dihydro-2H-chromen-4-yl]-7-fluoro-4-(thietan-3-yl)-8-(2,3,5-trifluorophenyl)-quinoline-3-carboxamide O1CC[C@@H](C2=CC=CC=C12)NC(=O)C=1C=NC2=C(C(=CC=C2C1C1CSC1)F)C1=C(C(=CC(=C1)F)F)F